5-(8-methyl-[1,2,4]triazolo[1,5-a]pyridin-6-yl)-N-(1-(tetrahydro-2H-pyran-4-yl)piperidin-4-yl)-4-(2,2,2-trifluoroethyl)-1H-pyrazole-3-carboxamide CC=1C=2N(C=C(C1)C1=C(C(=NN1)C(=O)NC1CCN(CC1)C1CCOCC1)CC(F)(F)F)N=CN2